C(C1=CC=CC=C1)OC1=CC=2CC[C@H]3[C@@H]4[C@H]([C@H]([C@@H]([C@@]4(C)CC[C@@H]3C2C=C1)O)O)O (15α,16α,17β)-3-(benzyloxy)estra-1,3,5(10)-triene-15,16,17-triol